COC(=O)[C@H]1O[C@]([C@H]([C@H]1C1=C(C(=C(C=C1)F)CO[Si](C)(C)C(C)(C)C)OC)C)(C(F)(F)F)C |r| rac-(2S,3S,4S,5R)-3-(3-(((tert-butyldimethylsilyl)oxy)methyl)-4-fluoro-2-methoxyphenyl)-4,5-dimethyl-5-(trifluoromethyl)tetrahydrofuran-2-carboxylic acid methyl ester